N-[3-nitro-4-(tetrahydropyran-4-ylmethylamino)phenyl]sulfonyl-4-piperazin-1-yl-2-(1H-pyrrolo[2,3-b]pyridin-5-yloxy)benzamide [N+](=O)([O-])C=1C=C(C=CC1NCC1CCOCC1)S(=O)(=O)NC(C1=C(C=C(C=C1)N1CCNCC1)OC=1C=C2C(=NC1)NC=C2)=O